3-bromo-1-(3-(trifluoromethyl)benzyl)-4,5,6,7-tetrahydro-1H-indole BrC1=CN(C=2CCCCC12)CC1=CC(=CC=C1)C(F)(F)F